(2E)-3-(4-amino-2-chloropyrimidin-5-yl)prop-2-enoic acid methyl ester COC(\C=C\C=1C(=NC(=NC1)Cl)N)=O